N-(4-(6,7-difluoro-2-methyl-4-oxoquinazolin-3(4H)-yl)phenyl)-2-(3,4,5-trimethylphenyl)acetamide FC=1C=C2C(N(C(=NC2=CC1F)C)C1=CC=C(C=C1)NC(CC1=CC(=C(C(=C1)C)C)C)=O)=O